spiro[cyclopropan-1,3'-indolin]-2'-one N1C(C2(C3=CC=CC=C13)CC2)=O